[GeH3+]=O Germaniumon